C(C)(=O)OC(COC1=CC=C(C=C1)C(C)(C)C1=CC(=C(C(=C1)Cl)OCC(CS(=O)(=O)CC)OC(C)=O)Cl)CCl 1-(4-(2-(4-(2-acetoxy-3-(ethylsulfonyl)propoxy)-3,5-dichlorophenyl)propan-2-yl)phenoxy)-3-chloropropan-2-yl acetate